FC(=C1CCN2CCCC12CO)F (1-(Difluoromethylene)tetrahydro-1H-pyrrolizin-7a(5H)-yl)methanol